Dibutyl 9,9'-((4-(2-(4-(2-((3-(bis(2-hydroxy-7-(isopentyloxy)-7-oxoheptyl)amino)propyl)disulfaneyl)ethyl)piperazin-1-yl)ethoxy)-4-oxobutyl)azanediyl)bis(8-hydroxynonanoate) OC(CN(CCCSSCCN1CCN(CC1)CCOC(CCCN(CC(CCCCCCC(=O)OCCCC)O)CC(CCCCCCC(=O)OCCCC)O)=O)CC(CCCCC(OCCC(C)C)=O)O)CCCCC(=O)OCCC(C)C